ClC=1C(N(N=CC1NC[C@H]1COCCC1)C1CCN(CC1)[C@H](C)C1=CC=C(C=C1)F)=O 4-chloro-2-(1-((R)-1-(4-fluorophenyl)ethyl)piperidin-4-yl)-5-((((S)-tetrahydro-2H-pyran-3-yl)methyl)amino)pyridazin-3(2H)-one